(P)-3-bromo-4-((4-fluoropyridin-3-yl)methoxy)-2'-(2-(2-hydroxypropan-2-yl)pyrimidin-4-yl)-5',6-dimethyl-2H-[1,4'-bipyridin]-2-one BrC=1C(N(C(=CC1OCC=1C=NC=CC1F)C)C1=CC(=NC=C1C)C1=NC(=NC=C1)C(C)(C)O)=O